tert-Butyl 6-fluoro-3-formyl-1H-indole-1-carboxylate FC1=CC=C2C(=CN(C2=C1)C(=O)OC(C)(C)C)C=O